(2R,3'S)-4,4-difluoro-N-(3-(5-fluoro-2-((3-meth-oxy-1-methyl-1H-pyrazol-4-yl)amino)pyrimidin-4-yl)-1H-indol-7-yl)-1'-methyl-[1,3'-bipyrrolidine]-2-carboxamide FC1(C[C@@H](N(C1)[C@@H]1CN(CC1)C)C(=O)NC=1C=CC=C2C(=CNC12)C1=NC(=NC=C1F)NC=1C(=NN(C1)C)OC)F